tert-butyl (S)-3-((6-chloro-4-((1-methylpiperidin-4-yl)oxy)pyridin-2-yl)amino)piperidine-1-carboxylate ClC1=CC(=CC(=N1)N[C@@H]1CN(CCC1)C(=O)OC(C)(C)C)OC1CCN(CC1)C